3-(2H-1,3-benzodioxol-5-yl)-1-(3,4-dimethylphenyl)-8-methoxy-1H-pyrazolo[4,3-c]quinoline O1COC2=C1C=CC(=C2)C2=NN(C1=C2C=NC=2C=CC(=CC12)OC)C1=CC(=C(C=C1)C)C